N'-methylsulfuric diamide CNS(N)(=O)=O